N[C@H]1[C@@H](CN(C1)C(=O)OC(C)(C)C)OC1=NC(=NC(=C1)C1=C(C=CC=C1C)C)NS(=O)(=O)C=1C=C(C(=O)O)C=CC1 3-[[4-[(3R,4R)-4-Amino-1-tert-butoxycarbonyl-pyrrolidin-3-yl]oxy-6-(2,6-dimethylphenyl)pyrimidin-2-yl]sulfamoyl]benzoic acid